1-[4-benzyloxy-2-[2-(3,4-difluoro-2-methyl-phenoxy)-4-methyl-5-(trifluoromethyl)-3-pyridyl]-5-quinolyl]pyrrolidin-2-one C(C1=CC=CC=C1)OC1=CC(=NC2=CC=CC(=C12)N1C(CCC1)=O)C=1C(=NC=C(C1C)C(F)(F)F)OC1=C(C(=C(C=C1)F)F)C